2-methoxy-3-((trimethylsilyl)ethynyl)anilineacryloxyoctanyltrimethoxysilane COC1=C(NC=CC(=O)OCCCCCCCC[Si](OC)(OC)OC)C=CC=C1C#C[Si](C)(C)C